3-(5-(((1R,2S)-2-(3-(2-chlorophenyl)azetidin-1-yl)cyclohexyl)oxy)-1-oxoisoindolin-2-yl)piperidine-2,6-dione ClC1=C(C=CC=C1)C1CN(C1)[C@@H]1[C@@H](CCCC1)OC=1C=C2CN(C(C2=CC1)=O)C1C(NC(CC1)=O)=O